C(C)(C)[Si](OC(C)(C)C)(C)C(C)C di(isopropyl)methyl-(tert-butoxy)silane